COC=1C(=CC2=C(OCO2)C1)CCNC1=CC=NC=N1 6-[2-(6-methoxy-benzo[1,3]dioxol-5-yl)-ethylamino]-pyrimidin